5-(2-methylquinolin-4-yl)-2,4-dihydro-3H-1,2,4-triazole-3-thione CC1=NC2=CC=CC=C2C(=C1)C=1NC(NN1)=S